C(#C)[C@@]1([C@]2(C)[C@@H](CC1)[C@@H]1CCC=3C=C(C(=CC3[C@H]1CC2)N2CCN(CC2)C(=O)[C@H]2N(CCC2)C(=O)C2=NC1=CC=CC=C1C=C2)C(C)=O)O 1-[(17β)-17-ethynyl-17-hydroxy-2-(4-{[(2S)-1-(quinolin-2-ylcarbonyl)pyrrolidin-2-yl]carbonyl}piperazin-1-yl)estra-1,3,5(10)-trien-3-yl]ethanone